C(C)(C)C1=CC(=C(OC=2C=C(C(=O)N3CCN(CC3)CC3=NC4=C(N3C[C@H]3OCC3)C=C(C=C4)C(=O)O)C=CC2)C=C1)C (S)-2-((4-(3-(4-Isopropyl-2-methylphenoxy)benzoyl)piperazin-1-yl)methyl)-1-(oxetan-2-ylmethyl)-1H-benzo[d]imidazole-6-carboxylic acid